6-(1-Methyl-1H-pyrazol-5-yl)-3-(2-methyl-5-(methylsulfonyl)phenyl)imidazo[1,2-a]pyrazin-8-amine trifluoroacetate FC(C(=O)O)(F)F.CN1N=CC=C1C=1N=C(C=2N(C1)C(=CN2)C2=C(C=CC(=C2)S(=O)(=O)C)C)N